FC(C1=CC(=C(C(=O)OC)C=C1)C=C)(F)F Methyl 4-(trifluoromethyl)-2-vinylbenzoate